OC(C)(C)C=1C=C(CCOC2=NC=CC(=C2)C2=C(C(=CC=C2)C(C)C)CC(=O)O)C=C(C1)S(N)(=O)=O 2-(2-(2-(3-(2-hydroxypropan-2-yl)-5-sulfamoylphenethoxy)-pyridin-4-yl)-6-isopropylphenyl)acetic acid